OC(C)(C1CN(CCC1)C)C1=C(C(=C(N=N1)C1=C(C=C(C=C1)C(F)(F)F)O)C)C 2-(6-(1-hydroxy-1-(1-methylpiperidin-3-yl)ethyl)-4,5-dimethylpyridazin-3-yl)-5-(trifluoromethyl)phenol